O=C1N(CC2=NC(=CC=C21)NCC2=C(C=C(C=C2F)F)F)CCNC(C([2H])([2H])[2H])=O N-(2-(5-oxo-2-((2,4,6-trifluorobenzyl)amino)-5,7-dihydro-6H-pyrrolo[3,4-b]pyridin-6-yl)ethyl)acetamide-2,2,2-d3